NC1=CC=C(C=C1)C1=NC(=CC(=C1)C1=CC=C(C=C1)N)C1=CC=C(C=C1)N 2,4,6-tris(4-aminophenyl)pyridine